1-(4-fluorophenyl)-5-(2-furyl)-3-(trifluoromethyl)-1H-pyrazole FC1=CC=C(C=C1)N1N=C(C=C1C=1OC=CC1)C(F)(F)F